Decahydroisoquinoline-2-ylsulfamic acid sodium salt [Na+].C1N(CCC2CCCCC12)NS([O-])(=O)=O